COC(C1=C(C(=C(C=C1F)C(F)(F)F)N(C(=O)OC(C)(C)C)C(=O)OC(C)(C)C)C)=O 3-(bis(tert-butoxycarbonyl)amino)-6-Fluoro-2-methyl-4-(trifluoromethyl)benzoic acid methyl ester